6-(3,3-dimethyl-2-oxopyrrolidin-1-yl)quinoline-4-carboxylic acid tert-butyl ester C(C)(C)(C)OC(=O)C1=CC=NC2=CC=C(C=C12)N1C(C(CC1)(C)C)=O